C(C)(C)(C)OC(N[C@H](C(=O)NCC1=CC=C(C=C1)C[C@H](C(=O)N1CCN(CC1)CC1=CC=CC=C1)NC(CC)=O)C1CCCCCC1)=O ((S)-2-((4-((R)-3-(4-Benzylpiperazin-1-yl)-3-oxo-2-propanamidopropyl)benzyl)amino)-1-cycloheptyl-2-oxoethyl)carbamic acid tert-butyl ester